COC=1C(=C(C=CC1)N1C(=C2C(N(N=CC2=C1C)C1=NC=CC=N1)=O)C)C 6-(3-Methoxy-2-methyl-phenyl)-5,7-dimethyl-2-(pyrimidin-2-yl)-2,6-dihydro-1H-pyrrolo[3,4-d]pyridazin-1-one